methyl (S)-2-((tert-butoxycarbonyl)amino)-3-((S)-4-hydroxy-3-oxo-3,4-dihydro-2H-pyrido[4,3-b][1,4]oxazin-2-yl)propanoate C(C)(C)(C)OC(=O)N[C@H](C(=O)OC)C[C@H]1C(N(C2=C(O1)C=CN=C2)O)=O